C(CC(O)(C(=O)OC(CC)C(CC)(C)C)CC(=O)OC(CC)C(CC)(C)C)(=O)OC(CC)C(CC)(C)C tri(4,4-dimethyl-3-hexyl) citrate